1-(4-benzyl-3-oxo-3,4-dihydro-2H-thieno[3,2-b][1,4]thiazin-6-yl)-3-(1H-indol-3-yl)urea C(C1=CC=CC=C1)N1C2=C(SCC1=O)C=C(S2)NC(=O)NC2=CNC1=CC=CC=C21